4-[6-(2-methylprop-2-enoyloxy)hexoxy]benzoate CC(C(=O)OCCCCCCOC1=CC=C(C(=O)[O-])C=C1)=C